naphthalen-2-ylacetate C1=C(C=CC2=CC=CC=C12)CC(=O)[O-]